C(C)(C)(C)OC(NC1CCN(CC1)C1=NC(=C(C2=C1N=CN2)C2=CC(=C(C=C2)OC)F)C2=CC(=C(C=C2)C#N)F)=O 1-(6-(4-cyano-3-fluorophenyl)-7-(3-fluoro-4-methoxyphenyl)-1H-imidazo[4,5-c]pyridin-4-yl)piperidin-4-ylcarbamic acid tert-butyl ester